2,6-difluoro-3-(2-[imidazo[1,5-a]pyridin-7-yl]ethynyl)aniline FC1=C(N)C(=CC=C1C#CC1=CC=2N(C=C1)C=NC2)F